1-{2-[2-(benzyloxy)ethyl]-4-methoxybutyl}-4-bromo-3-methylbenzene-1,2-diamine C(C1=CC=CC=C1)OCCC(CC1(C(C(=C(C=C1)Br)C)N)N)CCOC